2-(3-(methoxymethoxy)-4-(4,4,5,5-tetramethyl-1,3,2-dioxaborolan-2-yl)phenyl)-2H-1,2,3-triazole COCOC=1C=C(C=CC1B1OC(C(O1)(C)C)(C)C)N1N=CC=N1